[Si](C)(C)(C(C)(C)C)OCC=1C(=C(C(=C(C1)N1[C@@](C2=CC=CC=C2CC1)(C)[C@H]1[C@@H](C1)CC(C)(C)O)Cl)CC=O)Cl (1S,3R)-3-[[tert-butyl(dimethyl)silyl]oxymethyl]-5-[(trans-2-(2-hydroxy-2-methyl-propyl)cyclopropyl)-1-methyl-3,4-dihydro-1H-isoquinolin-2-yl]-2-(2,6-dichlorophenyl)ethanone